C(C)(C)(C)C1=CC=CC=2OPOC3=C(CC21)C=CC=C3 tert-butyl-12H-dibenzo[d,g]-1,3,2-dioxaphosphocine